C1(CCCCC1)OC(=O)COCCN [2-(cyclohexyloxycarbonylmethyloxy)ethyl]amine